CS(=O)(=O)CC1CN(C1)C=1C=CC(=C2C=C(N=CC12)NC1=NC(=NC=C1)N1C[C@@H]([C@@H](CC1)OC)O)C(C)C (3S,4R)-1-[4-({8-[3-(methanesulfonylmeth-yl)azetidin-1-yl]-5-(propan-2-yl)isoquinolin-3-yl}amino)pyrimidin-2-yl]-4-methoxypiperidin-3-ol